3-((S)-2-hydroxy-3-((R)-8-(1-methyl-2,3-dihydro-1H-pyrido[2,3-b][1,4]oxazin-7-ylsulfonyl)-1-oxa-8-azaspiro[4.5]decan-3-ylamino)propoxy)benzenesulfonamide O[C@H](COC=1C=C(C=CC1)S(=O)(=O)N)CN[C@H]1COC2(C1)CCN(CC2)S(=O)(=O)C2=CC1=C(OCCN1C)N=C2